C1=CC=CC=2C3=CC=CC=C3C(C12)COC(=O)N([C@H](C(=O)O)CCC1=CC=NC=C1)C (2S)-2-[9H-fluoren-9-ylmethoxycarbonyl-(methyl)amino]-4-pyridin-4-yl-butyric acid